ClC1=CC=C(OC2=CC=C3C(CCOC3=C2F)=O)C=C1 7-(4-chlorophenoxy)-8-fluorochroman-4-one